CS(=O)(=O)N1CCC(CC1)C1=NC(=NC=C1C(F)(F)F)N 1-(methylsulfonyl)-piperidin-4-yl-5-(trifluoromethyl)-pyrimidin-2-amine